1H-Pyrrolo(1,2-a)indole-1-acetic acid C1(C=CN2C1=CC=1C=CC=CC21)CC(=O)O